2-bromo-1-[4-(difluoromethoxy)phenyl]ethanone BrCC(=O)C1=CC=C(C=C1)OC(F)F